N-(but-3-en-1-yl)-4-chlorobenzamide C(CC=C)NC(C1=CC=C(C=C1)Cl)=O